5-fluoro-2-(((3S,4R)-3-hydroxytetrahydro-2H-pyran-4-yl)aminopyrimidin-4-yl)-1-isopropyl-2,3-dimethylquinolin-4(1H)-one FC1=C2C(C(C(N(C2=CC=C1)C(C)C)(C)C1=NC(=NC=C1)N[C@H]1[C@@H](COCC1)O)C)=O